[Br-].C(CCCCCCCCCCC)[N+](CCOC1=CC=CC=C1)(C)C Dodecyl-dimethyl-2-phenoxy-ethyl-ammonium bromide